BrC=1C=C2C(=NC1)N(C=C2C2=CC(=CC=C2)C(F)(F)F)S(=O)(=O)C2=CC=C(C)C=C2 5-bromo-1-tosyl-3-(3-(trifluoromethyl)phenyl)-1H-pyrrolo[2,3-b]pyridine